2-(3-(5-(((S)-1-cyclopropylethyl)carbamoyl)-1-(2,3-dihydroxypropyl)-1H-pyrazol-3-yl)phenyl)-N-(pentan-3-yl)oxazole-5-carboxamide C1(CC1)[C@H](C)NC(=O)C1=CC(=NN1CC(CO)O)C=1C=C(C=CC1)C=1OC(=CN1)C(=O)NC(CC)CC